tert-Butyl 2-[(8-bromo-3-cyclopropyl-7-methyl-2,6-dioxo-purin-1-yl)methyl]-4-chloro-indole-1-carboxylate BrC1=NC=2N(C(N(C(C2N1C)=O)CC=1N(C2=CC=CC(=C2C1)Cl)C(=O)OC(C)(C)C)=O)C1CC1